CC1C(C(CC=C1)(C)C)C(C=CC)=O 1-(2,6,6-trimethyl-1-cyclohex-3-enyl)but-2-en-1-one